C[C@@H](CC)NC(O[C@H]1C[C@H](CC1)C1=CC(=NN1)NC(CC1=NOC=C1)=O)=O (1R,3S)-3-{3-[(1,2-oxazol-3-ylacetyl)amino]-1H-pyrazol-5-yl}cyclopentyl (2S)-butan-2-ylcarbamate